IC1=C(C2=C(N=CN=C2N)N1C)C1=CC=C(C=C1)OC1=NC=CC=N1 6-iodo-7-methyl-5-(4-(pyrimidin-2-yloxy)phenyl)-7H-pyrrolo[2,3-d]pyrimidin-4-amine